(S)-4-((2-(3,5-dimethyl-1H-pyrazol-1-yl)ethyl)(4-(5,6,7,8-tetrahydro-1,8-naphthyridin-2-yl)butyl)amino)-2-((6-(pyridin-4-yl)pyrazin-2-yl)amino)butanoic acid CC1=NN(C(=C1)C)CCN(CC[C@@H](C(=O)O)NC1=NC(=CN=C1)C1=CC=NC=C1)CCCCC1=NC=2NCCCC2C=C1